(E)-5-chloropenta-1,3-diene ClC/C=C/C=C